7-fluoro-3-(methoxymethoxy)-8-((trifluoromethyl)thio)naphthalen-1-ol FC1=CC=C2C=C(C=C(C2=C1SC(F)(F)F)O)OCOC